NC1=CC(=C(C=C1)N1N=C2C(N=C(C=C2C2CC2)C(=O)N2[C@@H](C3=CC=CC=C3CC2)C)=C1)F (R)-(2-(4-amino-2-fluorophenyl)-7-cyclopropyl-2H-pyrazolo[4,3-b]pyridin-5-yl)(1-methyl-3,4-dihydroisoquinolin-2(1H)-yl)methanone